6-cyclopropyl-19-(oxan-2-yl)-8,14-dioxa-4,5,10,19,20-pentaazatetracyclo[13.5.2.12,5.018,21]tricosa-1(20),2(23),3,15(22),16,18(21)-hexaen-9-one C1(CC1)C1N2N=CC(C3=NN(C=4C=CC(OCCCNC(OC1)=O)=CC34)C3OCCCC3)=C2